3,3-diethyl-1,1,1,5,5,7,7,7-octamethyltetrasiloxane C(C)[Si](O[Si](C)(C)C)(O[Si](O[Si](C)(C)C)(C)C)CC